1-(5-azido-4-(cyclopropylamino)pyridin-2-yl)-1H-pyrazolo[3,4-b]pyridine-5-carbonitrile N(=[N+]=[N-])C=1C(=CC(=NC1)N1N=CC=2C1=NC=C(C2)C#N)NC2CC2